1,1-diethoxy-12-iodododecane C(C)OC(CCCCCCCCCCCI)OCC